COC1=CC2=C(NC(=N2)C2=C(C=3C(NC2=O)=CN(N3)C)N[C@@H](COC)C3=NC=CC=N3)C=C1OC |o1:21| (R*)-6-(5,6-dimethoxy-1H-benzo[d]imidazol-2-yl)-7-((2-methoxy-1-(pyrimidin-2-yl)ethyl)amino)-2-methyl-2H-pyrazolo[4,3-b]pyridin-5(4H)-one